4-[({5-[(1-chloroisoquinolin-8-yl)methoxy]-2-fluoro-4-methoxyphenyl}carbamoyl)amino]thiophene-2,3-dicarboxylic acid dimethyl ester COC(=O)C=1SC=C(C1C(=O)OC)NC(NC1=C(C=C(C(=C1)OCC=1C=CC=C2C=CN=C(C12)Cl)OC)F)=O